C(C)(C)(C)OC(=O)N1[C@H](CN(CC1)C1=NC2=CN=C(C(=C2C=C1)O)C(NCC=1C=NC(=CC1)C#N)=O)C(=O)O (R)-1-(tert-butoxycarbonyl)-4-(6-(((6-cyanopyridin-3-yl)methyl)carbamoyl)-5-hydroxy-1,7-naphthyridin-2-yl)piperazine-2-carboxylic acid